FC1=CC=C(C=C1)C(=O)N1[C@@H](C=2N(CC1)C(=NC2C=2SC=CC2)C2=NC(=NS2)C)C (R)-(4-Fluorophenyl)(8-methyl-3-(3-methyl-1,2,4-thiadiazol-5-yl)-1-(thiophen-2-yl)-5,6-Dihydroimidazo[1,5-a]pyrazin-7(8H)-yl)methanone